(R)-5-((1-(dimethylamino)propan-2-yl)oxy)-7-(1-methyl-1H-pyrazol-4-yl)quinazolin-4-amine CN(C[C@@H](C)OC1=C2C(=NC=NC2=CC(=C1)C=1C=NN(C1)C)N)C